C(C)OCOC=1C=C(C=CC1)N1CCN(CC1)S(=O)(=O)C1=CC=C(C=C1)NC(C1=C(C=CC=C1)N(S(=O)(=O)C)C)=O N-[4-([4-[3-(ethoxymethoxy)phenyl]piperazin-1-yl]sulfonyl)phenyl]-2-(N-methylmethanesulfonamido)benzamide